C(C1=CC=CC=C1)OCC(C(=O)N1CCC2(CC1)CN(C1=CC=CC=C12)S(=O)(=O)C)NC(O)=O.BrC1=C(C(=CC(=C1)F)C(F)(F)F)C 1-bromo-5-fluoro-2-methyl-3-(trifluoromethyl)benzene (3-(benzoxy)-1-(1-(methansulfonyl)spiro[indolin-3,4'-piperidin]-1'-yl)-1-oxopropan-2-yl)carbamate